1,2-Bis-(dicyclopentyl-phosphino)-ethan C1(CCCC1)P(CCP(C1CCCC1)C1CCCC1)C1CCCC1